2-(furan-2-yl)-7H-pyrazolo-[4,3-e][1,2,4]-triazolo[1,5-c]pyrimidin-5-amine O1C(=CC=C1)C1=NN2C(=NC3=C(C2=N1)C=NN3)N